O=C1N(CCC(N1COCC[Si](C)(C)C)=O)C1=C2C=CN(C2=CC=C1)C[C@H]1CN(CCO1)C(=O)OC(C)(C)C tert-Butyl (S)-2-((4-(2,4-dioxo-3-((2-(trimethylsilyl)ethoxy)methyl)tetrahydropyrimidin-1(2H)-yl)-1H-indol-1-yl)methyl)morpholine-4-carboxylate